(1S,2S)-N-[8-chloro-6-(4-methyl-2-oxo-oxazolidin-3-yl)-3-isoquinolinyl]-2-fluoro-cyclopropanecarboxamide ClC=1C=C(C=C2C=C(N=CC12)NC(=O)[C@H]1[C@H](C1)F)N1C(OCC1C)=O